2,3-dimethoxy-5-methylbenzoquinone COC=1C(C=C(C(C1OC)=O)C)=O